BrC=1C=C(NC1C(F)(F)F)C1=CC=C(C=C1)Cl 4-bromo-2-(4-chlorophenyl)-5-(trifluoromethyl)-1H-pyrrole